tert-butyl ({6-[ethyl(methyl)amino]-1-oxo-2-[6-(4-propyl-4H-1,2,4-triazol-3-yl)pyridin-2-yl]-2,3-dihydro-1H-pyrrolo[3,4-c]pyridin-4-yl}methyl)methylcarbamate C(C)N(C1=CC2=C(C(=N1)CN(C(OC(C)(C)C)=O)C)CN(C2=O)C2=NC(=CC=C2)C2=NN=CN2CCC)C